7-((3aS,4R,6R,6aR)-6-(3-bromo-5-methoxyphenyl)-2,2-dimethyltetrahydro-4H-cyclopenta[d][1,3]dioxol-4-yl)-2-chloro-N-(4-methoxybenzyl)-7H-pyrrolo[2,3-d]pyrimidin-4-amine BrC=1C=C(C=C(C1)OC)[C@H]1C[C@H]([C@H]2[C@@H]1OC(O2)(C)C)N2C=CC1=C2N=C(N=C1NCC1=CC=C(C=C1)OC)Cl